ClC1=CC=C2C(=C(NC2=C1F)C1=NC(=NN1)C(F)(F)F)C=1C=NNC1 6-chloro-7-fluoro-3-(1H-pyrazol-4-yl)-2-(3-(trifluoromethyl)-1H-1,2,4-triazol-5-yl)-1H-indole